alpha-glycidoxybutyl-trimethoxysilane C(C1CO1)OC(CCC)[Si](OC)(OC)OC